N1(CCNCC1)C(=O)OCO[Si](C)(C)C(C)(C)C ((tert-butyldimethylsilyloxy) methyl) piperazine-1-carboxylate